(R)-N-((R)-2-((tert-Butyldimethylsilyl)oxy)-1-(4-(ethylsulfanyl)phenyl)ethyl)-2-methylpropane-2-sulfinamide [Si](C)(C)(C(C)(C)C)OC[C@@H](C1=CC=C(C=C1)SCC)N[S@](=O)C(C)(C)C